FC=1C(=C2C(=NC1)NC=C2C(=O)C2=C(C=C(C=C2)OC2=C(C=CC=C2)F)C)N[C@H]2CO[C@@H](CC2)CO (5-fluoro-4-(((3R,6S)-6-(hydroxymethyl)tetrahydro-2H-pyran-3-yl)amino)-1H-pyrrolo[2,3-b]pyridin-3-yl)(4-(2-fluorophenoxy)-2-methylphenyl)methanone